2-(1-(2-fluoroethyl)-2-oxo-1,2-dihydropyridin-3-yl)pyrazolo[5,1-b]Thiazole-7-carboxylic acid ethyl ester C(C)OC(=O)C=1C=NN2C1SC(=C2)C=2C(N(C=CC2)CCF)=O